CC1=C(C=C(C=C1)C)C1=NC(=NO1)[C@@H]1C(C12CCN(CC2)S(=O)(=O)N)(F)F (2R)-2-[5-(2,5-dimethylphenyl)-1,2,4-oxadiazol-3-yl]-1,1-difluoro-6-azaspiro[2.5]octane-6-sulfonamide